3-[4-(Dimethylamino)-3-nitrophenyl]-1-(4-hydroxyphenyl)prop-2-en-1-one CN(C1=C(C=C(C=C1)C=CC(=O)C1=CC=C(C=C1)O)[N+](=O)[O-])C